CC1(OB(OC1(C)C)C1=CC(=CC=C1)C1=CC=C2C=CC3=CC=CC4=CC=C1C2=C34)C 4,4,5,5-tetramethyl-2-(3-(pyrene-1-yl)phenyl)-1,3,2-dioxaborolan